1,4-bis(4-aminophenoxy)benzene rac-ethyl-(1R,2R)-2-formyl-1-methylcyclopropane-1-carboxylate C(C)OC(=O)[C@]1([C@@H](C1)C=O)C.NC1=CC=C(OC2=CC=C(C=C2)OC2=CC=C(C=C2)N)C=C1 |r|